FC1=CC=C(C=C1)N1CCN(CC1)C=1N(C(C=2NC(=NC2N1)C=1C=NN(C1)C)=O)CCC 2-[4-(4-Fluoro-phenyl)-piperazin-1-yl]-8-(1-methyl-1H-pyrazol-4-yl)-1-propyl-1,7-dihydro-purin-6-one